C(=O)O.ClC1=C(C(=O)N2CCC(CC2)C(=O)NC[C@H]2CNCC2)C=CC(=C1)NC(=O)C=1N(C(=CN1)C1=C(C(=C(C=C1)OCF)F)F)C 1-[2-chloro-4-[[5-[2,3-difluoro-4-(fluoromethoxy)phenyl]-1-methyl-imidazole-2-carbonyl]amino]benzoyl]-N-[[(3R)-pyrrolidin-3-yl]methyl]piperidine-4-carboxamide formate